CC(N)C1=C(C(=CC(=C1)F)F)F methyl-1-(2,3,5-trifluorophenyl)methanamine